2,2,3-trimethylbut-3-enoic acid CC(C(=O)O)(C(=C)C)C